O=C1CN(CCN1)C1=CC=C(S1)C(=O)N 5-(3-oxopiperazin-1-yl)thiophene-2-carboxamide